CC=1C(=NC=C(C1)[N+](=O)[O-])N1CCC(CC1)C(F)(F)F 3-methyl-5-nitro-2-(4-(trifluoromethyl)piperidin-1-yl)pyridine